C1(=C(C=CC=C1)C(C(=O)O)O)C(C(=O)O)O phenylenedi(glycolic acid)